calcium-yttrium borate B([O-])([O-])[O-].[Y+3].[Ca+2]